O=C(CCCCCCCN(CCCCCCCC(=O)OC(CCCCCCCC)CCCCCCCC)CCCNS(=O)(=O)CCC)OC(CC)CCCCCCCC Heptadecan-9-yl 8-((8-oxo-8-(undecan-3-yloxy)octyl)(3-(propylsulfonamido)propyl)amino)octanoate